Methyl 5-[({1-[2-fluoro-4-(trifluoromethyl) phenyl]cyclopropyl}carbonyl) amino]-2-[1-(2-methoxyethyl)-1H-pyrazol-4-yl]benzoate FC1=C(C=CC(=C1)C(F)(F)F)C1(CC1)C(=O)NC=1C=CC(=C(C(=O)OC)C1)C=1C=NN(C1)CCOC